[Cl-].[Cl-].C(C1=CC=CC=C1)C(CC1=CC=CC=C1)=[Zr+2](C1=CC(=CC=2C3=CC(=CC=C3CC12)C(C)(C)C)C(C)(C)C)C1C=CC=C1 dibenzylmethylene(cyclopentadienyl)(3,6-di-tert-butylfluorenyl)zirconium dichloride